(S)-1-(2-((tert-Butoxycarbonyl)amino)propyl)-4-oxo-1,4-dihydropyridine-3-carboxylic acid C(C)(C)(C)OC(=O)N[C@H](CN1C=C(C(C=C1)=O)C(=O)O)C